CN1N=C(C2=CC=C(C=C12)N1CCC(CC1)CN1[C@@H](CNCC1)C)C1C(NC(CC1)=O)=O 3-(1-methyl-6-(4-(((R)-2-methylpiperazin-1-yl)methyl)piperidin-1-yl)-1H-indazol-3-yl)piperidine-2,6-dione